2,2',4,4',6,6'-hexakis(α-hydroxyisopropyl)biphenyl OC(C)(C)C1=C(C(=CC(=C1)C(C)(C)O)C(C)(C)O)C1=C(C=C(C=C1C(C)(C)O)C(C)(C)O)C(C)(C)O